C(C)(C)(C)OC1=CC=C(CNC(N(C2CCN(CC2)C)CC2=C(C=C(C=C2)F)F)=O)C=C1 3-(4-(tert-butoxy)benzyl)-1-(2,4-difluorobenzyl)-1-(1-methylpiperidin-4-yl)urea